4,7-difluoro-3,3-dimethyl-1-(2-oxopyrrolidin-3-yl)-5-(trifluoromethyl)indol-2-one FC1=C2C(C(N(C2=C(C=C1C(F)(F)F)F)C1C(NCC1)=O)=O)(C)C